n-pentylpropionate C(CCCC)OC(CC)=O